triazole-octylamine N1N=NC(=C1)CCCCCCCCN